O=C1NC(CCC1C1=CC=C(C=C1)N1CCN(CC1)C1CCN(CC1)C(=O)OCCCC)=O butyl 4-[4-[4-(2,6-dioxo-3-piperidyl)phenyl]piperazin-1-yl]-piperidine-1-carboxylate